(3-(4-naphthylphenyl)tetrahydrofuran-3-yl)methanol C1(=CC=CC2=CC=CC=C12)C1=CC=C(C=C1)C1(COCC1)CO